4-hydroxyphenylboronic acid pinacol ester OC1=CC=C(C=C1)B1OC(C)(C)C(C)(C)O1